CN1C(C=2C=CC=C3C2C1=CC1=C(N3CC3=CC=NC2=CC=CC=C32)N=CC=C1)=O 1-methyl-6-(quinolin-4-ylmethyl)-1,6-dihydro-2H-pyrido[3',2':6,7]azepino[4,3,2-cd]isoindol-2-one